tert-butyl N-[[7-[1-methyl-5-(1-methyl-2-naphthyl)pyrazol-4-yl]-4-oxo-3H-phthalazin-1-yl]methyl]carbamate CN1N=CC(=C1C1=C(C2=CC=CC=C2C=C1)C)C1=CC=C2C(NN=C(C2=C1)CNC(OC(C)(C)C)=O)=O